C1(=CC=CC2=CC=CC=C12)N(C1=CC=CC=C1)C1=CC=2C(C3=CC(=CC=C3C2C=C1)N(C1=CC=CC=C1)C1=CC=CC2=CC=CC=C12)(C)C 2,7-bis[N-(1-naphthyl)anilino]-9,9-dimethylfluorene